(4,4-bis(mercaptomethylthio)-2-thietanyl)methane trans-tert-butyl-2-(2-chloro-6-(6-(methylcarbamoyl)pyrimidin-4-yl)pyridin-4-yl)-6-((dimethylamino)methyl)morpholine-4-carboxylate C(C)(C)(C)OC(=O)N1C[C@H](O[C@@H](C1)CN(C)C)C1=CC(=NC(=C1)C1=NC=NC(=C1)C(NC)=O)Cl.SCSC1(CC(S1)C)SCS